C(C(=C)C)(=O)OCCC[Si](OCCOCCCC)(OCCOCCCC)OCCOCCCC 3-Methacryloxypropyltris(butoxyethoxy)silane